2-hydroxy-5-(5-oxo-5,6,7,8-tetrahydroquinolin-2-yl)benzonitrile OC1=C(C#N)C=C(C=C1)C1=NC=2CCCC(C2C=C1)=O